FC(OC1=CC(=C(C#N)C=C1)NC1=C(C(=CC=C1)C)F)F 4-(difluoromethoxy)-2-((2-fluoro-3-methylphenyl)amino)benzonitrile